CC=1CCC2C(CCC(=CC12)C(C)C)C 2,3,3a,4,5,6-hexahydro-1,4-dimethyl-7-(2-propyl)azulene